4-fluoro-3-hydroxypyridine FC1=C(C=NC=C1)O